O1C(=CC=C1)C1=CC=C(C=C1)CNC(=O)C1N(C(CN(C1)CC1=C(C=CC=C1)C)C)C(C(C)C)=O N-{[4-(furan-2-yl)phenyl]methyl}-6-methyl-4-[(2-methylphenyl)methyl]-1-(2-methylpropanoyl)piperazine-2-carboxamide